Ethyl 2,5-Diphenylpyrimidine-4-carboxylate C1(=CC=CC=C1)C1=NC=C(C(=N1)C(=O)OCC)C1=CC=CC=C1